ClC=1C=CC(=C(C(=O)O)C1)CC1=CN(C2=CC=CC=C12)C 5-chloro-2-[(1-methyl-1H-indol-3-yl)methyl]benzoic acid